(R)-2-(4-((5-chloropyrimidin-2-yl)oxy)phenyl)-4-((1-(hydroxymethyl)cyclopropyl)amino)-6,7-dihydrothieno[3,2-d]pyrimidine 5-oxide ClC=1C=NC(=NC1)OC1=CC=C(C=C1)C=1N=C(C2=C(N1)CC[S@]2=O)NC2(CC2)CO